2-thiophencarboxylat S1C(=CC=C1)C(=O)[O-]